(3-(3-(6-(4-acetylpiperazin-1-yl)pyridin-3-yl)-6-methoxy-1H-pyrazolo[4,3-b]pyridin-5-yl)-2-methylphenyl)acetonitrile C(C)(=O)N1CCN(CC1)C1=CC=C(C=N1)C1=NNC=2C1=NC(=C(C2)OC)C=2C(=C(C=CC2)CC#N)C